1-[6-[5-ethyl-3-methyl-4-oxo-6-(trifluoromethyl)imidazo[4,5-c]pyridin-2-yl]-5-(ethylsulfonylimino)-3-pyridinyl]cyclopropanecarbonitrile C(C)N1C(C2=C(C=C1C(F)(F)F)N=C(N2C)C=2C(CC(=CN2)C2(CC2)C#N)=NS(=O)(=O)CC)=O